2-(3-(1-(2-(4-isopropylphenyl)acetyl)piperidin-3-yl)phenoxy)-2-methylpropanoic acid C(C)(C)C1=CC=C(C=C1)CC(=O)N1CC(CCC1)C=1C=C(OC(C(=O)O)(C)C)C=CC1